4-amino-7-chloro-2-oxo-1-(pyridin-2-ylmethyl)-1,2-dihydroquinoline-3-carboxylic acid methyl ester COC(=O)C=1C(N(C2=CC(=CC=C2C1N)Cl)CC1=NC=CC=C1)=O